FC1=CC=C(C=C1)C=1C=C2C(=NC1)ON=C2N 5-(4-Fluorophenyl)isoxazolo[5,4-b]pyridin-3-amine